1-(pyridin-2-ylmethyl)-1H-indole-2-carboxylic Acid N1=C(C=CC=C1)CN1C(=CC2=CC=CC=C12)C(=O)O